OC=1C=C(C=CC1)[C@@H]1C(=C(NC=2C[C@H](CC(C12)=O)C1=C(C=CC=C1)OC)C)C(=O)OCCCC(C)(C)C 4,4-dimethylpentyl (4S,7R)-4-(3-hydroxyphenyl)-7-(2-methoxyphenyl)-2-methyl-5-oxo-1,4,5,6,7,8-hexahydroquinoline-3-carboxylate